(S)-6-chloro-2-(pyrrolidin-3-yloxy)quinoline ClC=1C=C2C=CC(=NC2=CC1)O[C@@H]1CNCC1